1-[4-(2,4,6-trimethylphenylthio)phenyl]-octane-1-one-2-one-oxime CC1=C(C(=CC(=C1)C)C)SC1=CC=C(C=C1)C(C(CCCCCC)=O)=NO